FC1(CCC(CC1)N1N=CC(=C1)N)F (4,4-Difluorocyclohexyl)-1H-pyrazol-4-amine